dodecanedioic acid 1-(2,5-dioxopyrrolidin-1-yl) ester 12-methyl ester COC(CCCCCCCCCCC(=O)ON1C(CCC1=O)=O)=O